ClC=1C=C(C(=NC1)OC)S(=O)(=O)NC=1C(=C(C(=CC1)F)C=1N=CC=2N(C1)C=NC2C(=O)NC=2C=NOC2)F 6-[3-(5-chloro-2-methoxypyridine-3-sulfonamido)-2,6-difluorophenyl]-N-(1,2-oxazol-4-yl)imidazo[1,5-a]pyrazine-1-carboxamide